FC1=C(C(=C(C(=C1F)F)F)F)CCCN 2,3,4,5,6-pentafluorobenzenepropanamine